CC=1C(=C(C=C(C1)C(F)(F)F)O)C1=CC2=C(N=N1)N(C=C2)C 3-Methyl-2-{7-methyl-7H-pyrrolo[2,3-c]pyridazin-3-yl}-5-(trifluoromethyl)phenol